6-(tert-butyl)-10-chloro-1-fluoro-9-(3-methoxypropoxy)-2-oxo-6,7-dihydro-2H-pyrido[2,1-a]isoquinoline-3-carboxylic acid C(C)(C)(C)C1N2C(C3=CC(=C(C=C3C1)OCCCOC)Cl)=C(C(C(=C2)C(=O)O)=O)F